3-(5-{[2-Oxo-azacyclooct-3-yl]amino}[1,2,4]triazolo[1,5-c]quinazolin-2-yl)benzonitrile O=C1NCCCCCC1NC1=NC=2C=CC=CC2C=2N1N=C(N2)C=2C=C(C#N)C=CC2